1-(2-fluoropyridin-4-yl)cyclohexan-1-ol FC1=NC=CC(=C1)C1(CCCCC1)O